4-(5-bromo-2-ethynylpyridin-3-yl)morpholine BrC=1C=C(C(=NC1)C#C)N1CCOCC1